N1(CCCC1)CC(=O)Cl 2-(pyrrolidin-1-yl)acetyl chloride